N'-((1-(2-fluorophenyl)-1H-pyrazol-3-yl)methyl)-N-methylacetohydrazide FC1=C(C=CC=C1)N1N=C(C=C1)CNN(C(C)=O)C